CN(C)C1=NC(SS1)=S (dimethylamino)-3H-1,2,4-dithiazole-3-thione